ONC(\C=C\C1=C(C=CC=C1)N1CCN(CC1)C(CCN1C(CCC1)=O)=O)=O (E)-N-hydroxy-3-(2-(4-(3-(2-oxopyrrolidin-1-yl)propanoyl)piperazin-1-yl)phenyl)acrylamide